C(C)(=O)C=1C(=NC(=CC1)N1C=NC2=C1C=CC(=C2)NC2=CN=NC=C2)N2N=C(C=C2C)C#N 1-[3-acetyl-6-[5-(pyridazin-4-ylamino)benzimidazol-1-yl]-2-pyridinyl]-5-methyl-pyrazole-3-carbonitrile